C(C1=CC=CC=C1)C1=C(N(C=C1C1=CC(=CC(=C1)OCC1=CC=CC=C1)[C@@H](C)N)C)C(=O)O.CC(CCCCCCCCCCCCCCCCCCCCCCCC)C(OP(=O)(O)O)CN 2-hexacosanyl-phosphoethanolamine benzyl-4-[3-[(1R)-1-aminoethyl]-5-benzyloxy-phenyl]-1-methyl-pyrrole-2-carboxylate